trans-4-(5-(6-chloro-3,4-dihydro-2H-benzo[b][1,4]oxazin-2-yl)-1,3,4-oxadiazol-2-yl)cyclohexanamine 2,2,2-trifluoroacetate FC(C(=O)O)(F)F.ClC1=CC2=C(OC(CN2)C2=NN=C(O2)[C@@H]2CC[C@H](CC2)N)C=C1